FC(C=1C=CC=2N(N1)C(=CN2)C2=CC(=NC=N2)N2CC(CCC2)CS(=O)(C)=N)F ((1-(6-(6-(Difluoromethyl)imidazo[1,2-b]pyridazin-3-yl)pyrimidin-4-yl)piperidin-3-yl)methyl)(imino)(methyl)-λ6-sulfanone